CC1(CC(CN1)C(=O)O)C 5,5-dimethylpyrrolidine-3-carboxylic acid